2-methoxy-N-methyl-5-(4,4,5,5-tetramethyl-1,3,2-dioxaborolan-2-yl)benzenesulfonamide COC1=C(C=C(C=C1)B1OC(C(O1)(C)C)(C)C)S(=O)(=O)NC